C(C=CCCCCCCCCCCCCCCCCCCCCCCCCCCCCCCCCCCCCCCCCCCCCCCC)(=O)O Pentacontenoic acid